BrC1=C2C(=CN=C1)SC(=C2)C(=O)OCC ethyl 4-bromothieno[2,3-c]pyridine-2-carboxylate